6-chloro-N-(2-ethoxyethyl)-3-(trifluoromethyl)-1-((2-(trimethylsilyl)ethoxy)methyl)-1H-pyrrolo[2,3-b]pyridin-4-amine ClC=1C=C(C2=C(N1)N(C=C2C(F)(F)F)COCC[Si](C)(C)C)NCCOCC